(E)-4-bromo-2-butenenitrile BrC/C=C/C#N